C(#N)CNCC1=NN(C=2N(C([C@H]([C@H](C21)C2=CC=C(C=C2)F)NC(C2=CC(=CC=C2)C(F)(F)F)=O)=O)CC)C2=CC=CC=C2 N-((4S,5S)-3-(((cyanomethyl)amino)methyl)-7-ethyl-4-(4-fluorophenyl)-6-oxo-1-phenyl-4,5,6,7-tetrahydro-1H-pyrazolo[3,4-b]pyridin-5-yl)-3-(trifluoromethyl)benzamide